[2H]C(CCO)(OC1=NN(C(=C1[N+](=O)[O-])C)C1CCOCC1)[2H] 3,3-dideuterio-3-(5-methyl-4-nitro-1-tetrahydropyran-4-yl-pyrazol-3-yl)oxy-propan-1-ol